NC=1C(=C(C=C2C=C(N=CC12)NC(O[C@@H]1[C@H](CCC1)C#N)=O)C1=C(C2=C(OCCN2)N=C1)C)F (1S,2R)-2-Cyanocyclopentyl (8-amino-7-fluoro-6-(8-methyl-2,3-dihydro-1H-pyrido[2,3-b][1,4]oxazin-7-yl)isoquinolin-3-yl)carbamate